C(C)(C)(C)C1=CC(=C2CCC(C2=C1)(C)C)N(C1=CC=C(C=N1)C(=O)O)C(C)C 6-[(6-tert-butyl-1,1-dimethyl-2,3-dihydro-1H-inden-4-yl)(propan-2-yl)amino]pyridine-3-carboxylic Acid